1-phenyl-3-methylpyrazol-5-one C1(=CC=CC=C1)N1NC(=CC1=O)C